5-(phenylseleno)hexanenitrile C1(=CC=CC=C1)[Se]C(CCCC#N)C